C(C)(C)(C)C=1C=C(C=C(C1O)C(C)(C)C)CCC(=O)[N-]CCC[N-]C(CCC1=CC(=C(C(=C1)C(C)(C)C)O)C(C)(C)C)=O N,N'-bis(3,5-di-tert-butyl-4-hydroxyphenyl-propionyl)trimethylenediamide